[N+](=O)([O-])C1=C2C=NN(C2=CC=C1)C(=O)OC(C)(C)C tert-Butyl 4-nitro-1H-indazole-1-carboxylate